2-(Methylsulfanyl)-1-(2-(5-(p-tolyl)oxazol-2-yl)piperidin-1-yl)propan-1-one 1-bromo-2,5-difluoro-4-methylbenzeneCinnamyl-Acetate ((E)-3-phenylprop-2-en-1-yl-acetate) C1(=CC=CC=C1)/C=C/CCC(=O)O.BrC1(C(C=C(C(=C1)F)C)F)C1=CC=CC=C1C=CCCC(=O)O.CSC(C(=O)N1C(CCCC1)C=1OC(=CN1)C1=CC=C(C=C1)C)C